2-(Trimethylsilyl)ethyl (Z)-4-hydroxy-3,4,7,8-tetrahydroazocine-1(2H)-carboxylate OC\1CCN(CC\C=C1)C(=O)OCC[Si](C)(C)C